N-(4-(3,4-difluorophenyl)-5-fluorothiazol-2-yl)-5-((2-hydroxy-3-methoxybenzylidene)amino)-3-methylpyridine-2-sulfonamide FC=1C=C(C=CC1F)C=1N=C(SC1F)NS(=O)(=O)C1=NC=C(C=C1C)N=CC1=C(C(=CC=C1)OC)O